(S)-2-thienylethylamino-2-chlorophenyl-acetic acid methyl ester COC([C@H](C1=C(C=CC=C1)Cl)NCCC=1SC=CC1)=O